FC1(CCC(CC1)[C@@H](C(=O)N1CCN(CC1)C(=O)C=1N(C2=CC(=CC=C2C1)OC)C)NC([C@H](C)N(C(OC(C)(C)C)=O)C)=O)F tert-butyl ((S)-1-(((S)-1-(4,4-difluorocyclohexyl)-2-(4-(6-methoxy-1-methyl-1H-indole-2-carbonyl)piperazin-1-yl)-2-oxoethyl)amino)-1-oxopropan-2-yl)(methyl)carbamate